OCC1=CC(=C2CN(C(C2=C1)=O)C1=NC(=CC(=C1)C=1C=C(C#N)C=CC1C1=NN=CN1C)NCC(C)C)C(F)(F)F 3-{2-[6-(hydroxymethyl)-1-oxo-4-(trifluoromethyl)-3H-isoindol-2-yl]-6-[(2-methylpropyl)amino]pyridin-4-yl}-4-(4-methyl-1,2,4-triazol-3-yl)benzonitrile